Cl.Cl.N[C@H](C(=O)NC1=CC=C(C=C1)C1=C(C=NC=C1C)C)C(C1=CC=CC=C1)C1=CC=CC=C1 (S)-2-amino-N-(4-(3,5-dimethylpyridin-4-yl)phenyl)-3,3-diphenylpropanamide dihydrochloride